4-chloro-2-iodo-8,8-dimethyl-7H-purino[8,9-b][1,3]thiazole ClC=1C=2N=C3SCC(N3C2N=C(N1)I)(C)C